3-[2-(2-chloro-4-cyanobenzoyl)-1,2,3,4-tetrahydroisoquinolin-5-yl]-3-(7-methoxy-1-methyl-1H-benzo[d][1,2,3]triazol-5-yl)propionic acid ethyl ester C(C)OC(CC(C1=CC2=C(N(N=N2)C)C(=C1)OC)C1=C2CCN(CC2=CC=C1)C(C1=C(C=C(C=C1)C#N)Cl)=O)=O